tert-butyl 4-(6-((6-(difluoromethyl)pyridin-2-yl)carbamoyl)-7-isopropoxyimidazo[1,2-a]pyridin-2-yl)piperidine-1-carboxylate FC(C1=CC=CC(=N1)NC(=O)C=1C(=CC=2N(C1)C=C(N2)C2CCN(CC2)C(=O)OC(C)(C)C)OC(C)C)F